(R)-N-(1-(2-hydroxy-2-methylpropyl)piperidin-3-yl)-2-(1-isopropyl-4-oxobenzo[4,5]thieno[2,3-d]pyridazin-3(4H)-yl)acetamide OC(CN1C[C@@H](CCC1)NC(CN1N=C(C2=C(C1=O)SC1=C2C=CC=C1)C(C)C)=O)(C)C